1,5-DIHYDROXYNAPHTHALIN OC1=CC=CC2=C(C=CC=C12)O